tert-butyl (E)-2-oxo-3-(2-oxoethylidene)pyrrolidine-1-carboxylate O=C/1N(CC\C1=C/C=O)C(=O)OC(C)(C)C